ClC1=CC(=C(COC2=CC=C(C(=N2)C2=C(C=C(CC3=NC4=C(N3C[C@H]3OCC3)C=C(C=C4)C(=O)O)C=C2)F)F)C=C1)F (S)-2-(4-(6-(4-chloro-2-fluorobenzyloxy)-3-fluoropyridin-2-yl)-3-fluorobenzyl)-1-(oxetan-2-ylmethyl)-1H-benzo[d]imidazole-6-carboxylic acid